CN1CCC2C1CN(CC2)C2=C(C(=CC=C2)N)N 3-(1-methyloctahydro-6H-pyrrolo[2,3-c]pyridin-6-yl)benzene-1,2-diamine